6-(prop-1-en-2-yl)-4-(1H-pyrazol-1-yl)pyridine C=C(C)C1=CC(=CC=N1)N1N=CC=C1